ClC=1C=C2C(=NC1OC)C(=C(N2C)C2=NNC(=N2)[C@H](COC)O)N2C=NC=C2 (R)-1-(3-(6-chloro-3-(1H-imidazol-1-yl)-5-methoxy-1-methyl-1H-pyrrolo[3,2-b]pyridin-2-yl)-1H-1,2,4-triazol-5-yl)-2-methoxyethan-1-ol